FC(C(F)(F)OC)(C(F)(F)F)F Heptafluoropropylmethyl ether